C(C)NC(=O)[C@H](C)NC(=O)C1=CC2=C(N(C(=N2)NC=2SC3=C(N2)C=CC(=C3)OC(F)(F)F)C)C=C1 1-Methyl-2-(6-trifluoromethoxy-benzothiazol-2-ylamino)-1H-benzoimidazole-5-carboxylic acid ((S)-1-ethylcarbamoyl-ethyl)-amide